NCC1(CCN(CC1)C1=CN=C2C(=N1)NN=C2C2=C(C=CC=C2F)Cl)O 4-(aminomethyl)-1-(3-(2-chloro-6-fluorophenyl)-1H-pyrazolo[3,4-b]-pyrazin-6-yl)-piperidin-4-ol